9-(3-pyrimidin-5-yl-1H-pyrrolo[2,3-b]pyridin-4-yl)-2,9-diazaspiro[5.5]undecane N1=CN=CC(=C1)C1=CNC2=NC=CC(=C21)N2CCC1(CCCNC1)CC2